CN([C@H]1CN(C[C@@H]1OC)C(=O)OC(C)(C)C)C tert-Butyl (3S,4S)-3-(dimethylamino)-4-methoxypyrrolidine-1-carboxylate